(2-bromo-7,7-difluoro-6,7-dihydro-5H-cyclopenta[b]pyridin-4-yl)methanol BrC1=CC(=C2C(=N1)C(CC2)(F)F)CO